N-(2-(3-(4-cyano-3-(trifluoromethyl)phenyl)-5,5-dimethyl-2,4-dioxoimidazolin-1-yl)ethyl)-2-fluoro-5-((4-oxo-3,4-dihydro-phthalazin-1-yl)methyl)benzamide C(#N)C1=C(C=C(C=C1)N1C(N(C(C1=O)(C)C)CCNC(C1=C(C=CC(=C1)CC1=NNC(C2=CC=CC=C12)=O)F)=O)=O)C(F)(F)F